[Si]([O-])([O-])([O-])O.[Na+].[Mg+2] magnesium sodium silicate